(1R,3S,4S)-2-(3-cyano-6-methyl-4-(trifluoromethyl)pyridin-2-yl)-N-methyl-N-(m-tolyl)-2-azabicyclo[2.2.1]heptane-3-carboxamide C(#N)C=1C(=NC(=CC1C(F)(F)F)C)N1[C@@H]2CC[C@H]([C@H]1C(=O)N(C=1C=C(C=CC1)C)C)C2